7-methoxy-3-[4-methyl-5-(4-methyl-piperazine-1-carbonyl)-thiazol-2-yl]-chromen-2-one COC1=CC=C2C=C(C(OC2=C1)=O)C=1SC(=C(N1)C)C(=O)N1CCN(CC1)C